OC(C)(C)C1=C(C=CC(=C1)C(C)C)C(=O)C1=C(C=C(C=C1)C(C)C)C(C)(O)C 1-hydroxy-1-methylethyl-(p-isopropylphenyl)ketone